1-((3R,4S)-3-fluoro-4-((4-methoxy-5-(1-((R)-1,1,1-trifluoropropan-2-yl)-1H-benzo[d][1,2,3]triazol-6-yl)pyrrolo[2,1-f][1,2,4]triazin-2-yl)amino)piperidin-1-yl)-2-hydroxyethan-1-one F[C@@H]1CN(CC[C@@H]1NC1=NN2C(C(=N1)OC)=C(C=C2)C=2C=CC1=C(N(N=N1)[C@@H](C(F)(F)F)C)C2)C(CO)=O